ClC1=CN=C(C(=N1)NCC)C(F)(F)F 6-chloro-N-ethyl-3-(trifluoromethyl)pyrazine-2-amine